(Z)-2-(4-aminobenzylidene)-6-((2,6-dibromobenzyl)sulfonyl)-2H-benzo[b][1,4]thiazin-3(4H)-one NC1=CC=C(\C=C/2\C(NC3=C(S2)C=CC(=C3)S(=O)(=O)CC3=C(C=CC=C3Br)Br)=O)C=C1